N,N'-di-tert-butoxycarbonylguanidine C(C)(C)(C)OC(=O)NC(=N)NC(=O)OC(C)(C)C